benzothiophene-4-formaldehyde S1C=CC=2C1=CC=CC2C=O